BrC1=C(SC(=C1)C1=CC(=CC=C1)OC)C1=CC(=CC=C1)OC 3-bromo-2,5-bis(3-methoxyphenyl)thiophene